O1CC(C1)N1C[C@@H](CCC1)NC=1C=2N(C(=NN1)C1=C(C=C(C=C1)C(F)(F)F)O)C=CN2 (R)-2-(8-((1-(oxetan-3-yl)piperidin-3-yl)amino)imidazo[1,2-d][1,2,4]triazin-5-yl)-5-(trifluoromethyl)phenol